hydroxymethyl-thioether bis(3-mercaptopropionate) SCCC(=O)O.SCCC(=O)O.OCSCO